2,4-bismaleimidylnaphthalene C1(C=CC(N1C1=CC2=CC=CC=C2C(=C1)N1C(C=CC1=O)=O)=O)=O